C(C)C1C2C3C4C=CC(C3(C(C1)C2)C(=O)NC)C4 8-ethylmethylaminocarbonyl-tetracyclo[4.4.0.12,5.17,10]-3-dodecene